perfluorofluorotributylamine FC(C(C(C(F)(F)F)(F)F)(F)F)(N(C(C(C(C(F)(F)F)(F)F)(F)F)(F)F)C(C(C(C(F)(F)F)(F)F)(F)F)(F)F)F